2-((2-methyl-4-(trifluorometh-oxy)phenyl)-amino)-5-(trifluoromethyl)nicotinic acid CC1=C(C=CC(=C1)OC(F)(F)F)NC1=C(C(=O)O)C=C(C=N1)C(F)(F)F